tert-butyl-3-(2-methoxy-3-pyridyl)-5-piperazin-1-yl-pyrazolo[1,5-a]pyrimidine C(C)(C)(C)C1=NN2C(N=C(C=C2)N2CCNCC2)=C1C=1C(=NC=CC1)OC